FC1=CC=C2C(=CC=NC2=C1)N1CCN(CC1)C(=O)C1CN(CCC1)S(=O)(=O)CCCO (4-(7-fluoroquinolin-4-yl)piperazin-1-yl)(1-((3-hydroxypropyl)sulfonyl)piperidin-3-yl)methanone